FC(C1=NOC(=C1)NC(OCC1=CC=C2C=C(C(=NC2=C1)C)C1C(NC(CC1)=O)=O)=O)(F)F (3-(2,6-Dioxopiperidin-3-yl)-2-methylquinolin-7-yl)methyl (3-(trifluoromethyl)isoxazol-5-yl)carbamate